BrC(C)C=1C=CC(=NC1)N1N=NN=C1C 5-(1-bromoethyl)-2-(5-methyl-1H-tetrazol-1-yl)pyridine